N1[C@@H](CC1)COC=1C=CC(=C(C(=O)NC2(CC2)C2=C3C=CC=NC3=CC(=C2)C=2SC=CC2)C1)C (S)-5-(Azetidin-2-ylmethoxy)-2-methyl-N-(1-(7-(thiophen-2-yl)quinolin-5-yl)cyclopropyl)benzamide